4-methyl-5-(Trifluoromethyl)pyridin-2-amine CC1=CC(=NC=C1C(F)(F)F)N